O=C1C[C@H](CN1)C(=O)NCC1=CC=C(C=C1)NC1=CC=C(C=C1)N1CCC(CC1)C(F)(F)F (R)-5-oxo-N-(4-((4-(4-(trifluoromethyl)piperidin-1-yl)phenyl)amino)benzyl)pyrrolidine-3-carboxamide